benzyl 4-[(2S,4R)-4-hydroxy-1,1-dimethyl-pyrrolidin-1-ium-2-carbonyl]piperazine-1-carboxylate O[C@@H]1C[C@H]([N+](C1)(C)C)C(=O)N1CCN(CC1)C(=O)OCC1=CC=CC=C1